[O-]S(=O)(=O)C(F)(F)F.C(#N)C1=CC=C(C=C1)[I+]C1=CC=C(C=C1)OC (4-cyanophenyl)(4-methoxyphenyl)iodonium triflate